FC1=C(C=C(C=C1)F)[C@@H]1N(CCC1)C1=CC=C2C(=N1)N(C=N2)C(=O)NCC2=CSC=C2 (R)-5-(2-(2,5-Difluorophenyl)pyrrolidin-1-yl)-N-(3-thienylmethyl)-3H-imidazo[4,5-b]pyridine-3-Carboxamide